COC(=O)C=1N=CC(N(C1)C=1C=NN(C1)C1OCCCC1)=O.C(CC)(=O)N propanamide methyl-5-oxo-4-(1-(tetrahydro-2H-pyran-2-yl)-1H-pyrazol-4-yl)-4,5-dihydropyrazine-2-carboxylate